C=1(C(=CC=CC1)OCCCCC(=O)NC1=C(C(=O)NC=2C=C(C(=O)O)C=CC2)C=CC=C1)C1=CC=CC=C1 3-(2-(5-([1,1'-Biphenyl]-2-oxy)pentanoylamino)benzoylamino)benzoic acid